[Mn].[Co].[Ni].[Ni].[Ni] trinickel-cobalt-manganese